BrC1=CC=C(C=C1)NC(=O)[C@H]1N(CC[C@@H]1O)C(=O)OC(C)(C)C tert-butyl (2S,3S)-2-[(4-bromophenyl)carbamoyl]-3-hydroxy-pyrrolidine-1-carboxylate